O1C(=CC=C1)C=C1N=C(OC1=O)C1=CC=C(C=C1)CC(C)C 4-(furan-2-ylmethylene)-2-(4-isobutylphenyl)oxazol-5(4H)-one